C(C)(C)(C)NC(C1=CC(=CC(=C1)NC(C(C)(C)C)=O)NC(C(C)(C)C)=O)=O N-t-butyl-3,5-bis-(pivaloylamino)-benzamide